6-(chlorosulfonyl)-3-methylbenzofuran-2-carboxylic acid ethyl ester C(C)OC(=O)C=1OC2=C(C1C)C=CC(=C2)S(=O)(=O)Cl